[(4S)-7-chloro-6-(3-fluoro-2-pyridyl)-4-methyl-8-(trifluoromethyl)-4H-imidazo[1,2-a][1,4]benzodiazepin-1-yl]methanol ClC1=C(C=CC2=C1C(=N[C@H](C=1N2C(=CN1)CO)C)C1=NC=CC=C1F)C(F)(F)F